(S)-tert-butyl (3-(4-bromo-1H-pyrazol-1-yl)-2-((tert-butyldimethylsilyl)-oxy)propyl)carbamate BrC=1C=NN(C1)C[C@H](CNC(OC(C)(C)C)=O)O[Si](C)(C)C(C)(C)C